(S)-N-((2S,3R)-3-(2-oxabicyclo[2.2.2]octan-4-ylmethoxy)-1-(methylamino)-1-oxobutan-2-yl)-2-(cyclopentylmethyl)-6-(thiazole-5-carbonyl)-2,6-diazaspiro[3.4]octane-8-carboxamide C12OCC(CC1)(CC2)CO[C@@H]([C@@H](C(=O)NC)NC(=O)[C@@H]2CN(CC21CN(C1)CC1CCCC1)C(=O)C1=CN=CS1)C